tert-butyl (2-(6-chloro-3-((3,4-dichlorophenyl)amino)-3,4-dihydro-1H-carbazol-9(2H)-yl)ethyl)carbamate ClC=1C=C2C=3CC(CCC3N(C2=CC1)CCNC(OC(C)(C)C)=O)NC1=CC(=C(C=C1)Cl)Cl